2-{[2-(2,6-dioxopiperidin-3-yl)-1-oxo-2,3-dihydro-1H-isoindol-4-yl]oxy}acetic acid O=C1NC(CCC1N1C(C2=CC=CC(=C2C1)OCC(=O)O)=O)=O